(S)-quinuclidin-3-yl (2,2-dimethyl-5-(2,4,5-trifluorophenyl)-2,3-dihydro-1H-inden-1-yl)carbamat CC1(C(C2=CC=C(C=C2C1)C1=C(C=C(C(=C1)F)F)F)NC(O[C@@H]1CN2CCC1CC2)=O)C